N-benzyloxypyrrole C(C1=CC=CC=C1)ON1C=CC=C1